N[N+]1=CC(=CC=C1)CC 1-amino-3-ethyl-pyridinium